(R)-6-(methoxymethyl)-6-methyl-1,4-oxazepane COC[C@]1(CNCCOC1)C